N1-(2-(dimethylamino)ethyl)-N1-methyl-N4-(4-(7-fluoro-1H-indol-3-yl)-5-(trifluoromethyl)pyrimidin-2-yl)-2-nitrobenzene-1,4-diamine CN(CCN(C1=C(C=C(C=C1)NC1=NC=C(C(=N1)C1=CNC2=C(C=CC=C12)F)C(F)(F)F)[N+](=O)[O-])C)C